CS(=O)(=O)OCCCN1CCC(CC1)C=1N=CC(=NC1)C(=O)OC methyl 5-(1-(3-((methylsulfonyl)oxy)propyl)piperidin-4-yl)pyrazine-2-carboxylate